FC1=CC=2N(C=C1)C(=CN2)C2=C1CNC(C1=C(C=C2)NC2=NC=C(C=C2)N(C)CCOC)=O 4-(7-fluoroimidazo[1,2-a]pyridin-3-yl)-7-[[5-[2-methoxyethyl-(methyl)amino]-2-pyridyl]amino]isoindolin-1-one